3-(cyclopropylmethoxy)-4-formylbenzoic acid C1(CC1)COC=1C=C(C(=O)O)C=CC1C=O